COC=1C=C(C=CC1NCC#C)P(C)C (3-methoxy-4-(prop-2-yn-1-ylamino)phenyl)dimethylphosphine